C[SiH](C1=CC=C(C=C1)O[Si](C)(C)C(C)(C)C)C dimethyl-(4-t-butyldimethylsilyloxyphenyl)silane